umbellat C(\C=C\C=1C(O)=CC(O)=CC1)(=O)[O-]